FC1=C(C(=O)ONC(C2=CC=C(C=C2)C=2N(C=C(N2)C(F)(F)F)C)=N)C=CC(=C1)OC N-((2-fluoro-4-methoxybenzoyl)oxy)-4-(1-methyl-4-(trifluoromethyl)-1H-imidazol-2-yl)benzimidamide